5-(trifluoromethoxy)benzonitrile FC(OC=1C=CC=C(C#N)C1)(F)F